3,4-Dichloro-N-(5-nitrothiazol-2-yl)benzamide ClC=1C=C(C(=O)NC=2SC(=CN2)[N+](=O)[O-])C=CC1Cl